(R)-2-methyl-6-(1'-(3,3,3-trifluoro-2-hydroxy-2-phenylpropanoyl)-4,4'-bipiperidin-1-yl)isoquinolin-1(2H)-one CN1C(C2=CC=C(C=C2C=C1)N1CCC(CC1)C1CCN(CC1)C([C@@](C(F)(F)F)(C1=CC=CC=C1)O)=O)=O